[N+](=O)([O-])C1=C(C(=O)C2C(CCCC2=O)=O)C=CC(=C1)C(F)(F)F 2-(2-nitro-4-trifluoromethylbenzoyl)cyclohexane-1,3-dione